(1R,3S)-N1-(3-methyl-3H-imidazo[4,5-c]pyridin-4-yl)-N3-(2-(trifluoromethyl)imidazo[1,2-a]pyridin-5-yl)cyclohexane-1,3-diamine CN1C=NC2=C1C(=NC=C2)N[C@H]2C[C@H](CCC2)NC2=CC=CC=1N2C=C(N1)C(F)(F)F